C(#N)CC1CCC(CC1)N1C(=NC=2C1=C1C(=NC2)N(C=C1)S(=O)(=O)C1=CC=CC=C1)CC(=O)NCC1CC1 2-(1-((1r,4r)-4-(cyanomethyl)cyclohexyl)-6-(benzenesulfonyl)-1,6-dihydroimidazo[4,5-d]Pyrrolo[2,3-b]Pyridin-2-yl)-N-(cyclopropylmethyl)acetamide